N-ethyl-2-(2-(4-isopropoxyphenyl)-5,7-dimethylpyrazolo[1,5-a]pyrimidin-3-yl)-N-phenylacetamide C(C)N(C(CC=1C(=NN2C1N=C(C=C2C)C)C2=CC=C(C=C2)OC(C)C)=O)C2=CC=CC=C2